C(C)(C)(CC)OOC(C)(C)C1=CC(=CC(=C1)C(C)(C)OOC(C)(C)CC)C(C)(C)OOC(C)(C)CC 1,3,5-tri(t-amylperoxyisopropyl)benzene